2-(3,9-diaza-bicyclo[3.3.1]nonan-3-yl)-5-(4-chloro-2-methyl-2H-indazol-5-yl)-3-methyl-3,7-dihydro-4H-pyrrolo[2,3-d]pyrimidin-4-one C12CN(CC(CCC1)N2)C=2N(C(C1=C(N2)NC=C1C1=C(C2=CN(N=C2C=C1)C)Cl)=O)C